C1=C(C=CC2=CC=CC=C12)\C(\C)=N\NC(CC=1SC=CC1)=O (E)-N'-(1-(naphthalen-2-yl)ethylidene)-2-(thiophen-2-yl)acetohydrazide